2,5-dimethyl-5-octenoic acid CC(C(=O)O)CCC(=CCC)C